C(OCC(C)C)(OC=1C(=NC=CC1OC)C(N[C@@H](CC(C)C)C1=NOC(=N1)C1=CC=C(C=C1)C(F)(F)F)=O)=O (S)-isobutyl (4-methoxy-2-((3-methyl-1-(5-(4-(trifluoromethyl)phenyl)-1,2,4-oxadiazol-3-yl)butyl)carbamoyl)pyridin-3-yl) carbonate